3-methoxy-1H-benzo[ct]indol-2-one COC1=CC=C2C3=C1C(NC3=CC=C2)=O